bis(3-methyl-4-aminocyclohexyl)methan CC1CC(CCC1N)CC1CC(C(CC1)N)C